N-(3-fluoro-4-((6-methoxy-7-(3-(3-methylazetidin-1-yl)propoxy)quinolin-4-yl)oxy)phenyl)-5-(4-fluorophenyl)-6-oxo-2,3,5,6-tetrahydrofuro[3,2-c]pyridine-7-carboxamide FC=1C=C(C=CC1OC1=CC=NC2=CC(=C(C=C12)OC)OCCCN1CC(C1)C)NC(=O)C1=C2C(=CN(C1=O)C1=CC=C(C=C1)F)CCO2